N[C@H]1[C@@H]2N(C[C@H]1CC2)C(=O)C2=CC1=C(N(C(=N1)C1=CC=3C(=NC=CC3)N1CC1CC1)C)C(=C2)OC 2-{5-[(1R,4R,7R)-7-amino-2-azabicyclo[2.2.1]heptane-2-carbonyl]-7-methoxy-1-methyl-1H-1,3-benzodiazol-2-yl}-1-(cyclopropylmethyl)-1H-pyrrolo[2,3-b]pyridin